6-Chloro-1-(2,2-dimethylpropyl)-7-(2-fluorophenyl)-4-(1-(2-propenoyl)-1,2,3,6-tetrahydro-4-pyridinyl)-1,8-naphthyridin ClC=1C=C2C(=CCN(C2=NC1C1=C(C=CC=C1)F)CC(C)(C)C)C=1CCN(CC1)C(C=C)=O